ethyl (E)-3-((3,3-dibutyl-5-(4-(3,3-dimethylbutanamido)phenyl)-7-(methylthio)-1,1-dioxido-2,3,4,5-tetrahydro-1,5-benzothiazepin-8-yl)oxy)acrylate C(CCC)C1(CS(C2=C(N(C1)C1=CC=C(C=C1)NC(CC(C)(C)C)=O)C=C(C(=C2)O/C=C/C(=O)OCC)SC)(=O)=O)CCCC